ClC1=C(C=CC=C1C=1N=C(C(=NC1)CN(C(OC(C)(C)C)=O)C[C@H]1NC(CC1)=O)OC)C1=C(C(=CC=C1)B1OC(C(O1)(C)C)(C)C)Cl tert-butyl (S)-((5-(2,2'-dichloro-3'-(4,4,5,5-tetramethyl-1,3,2-dioxaborolan-2-yl)-[1,1'-biphenyl]-3-yl)-3-methoxypyrazin-2-yl)methyl)((5-oxopyrrolidin-2-yl)methyl)carbamate